4-bromo-N-(6-methyl-2-(3-vinylpiperidin-1-yl)pyrimidin-4-yl)-2-(4-vinylpiperidin-1-yl)benzamide BrC1=CC(=C(C(=O)NC2=NC(=NC(=C2)C)N2CC(CCC2)C=C)C=C1)N1CCC(CC1)C=C